BrC=1N=NN(C1)C 4-bromo-1-methyl-1,2,3-triazole